2-(methyl-d3)glutaric acid C(C(C(=O)O)CCC(=O)O)([2H])([2H])[2H]